3-(4-chlorophenoxy)-5-fluoroaniline ClC1=CC=C(OC=2C=C(N)C=C(C2)F)C=C1